N-(3-fluoro-2-methoxy-5-(1H-pyrazolo[3,4-b]pyridin-5-yl)phenyl)propane-1-sulfonamide FC=1C(=C(C=C(C1)C=1C=C2C(=NC1)NN=C2)NS(=O)(=O)CCC)OC